N(N)C1=NC2=C(N1)C=CC=C2 2-hydrazineyl-1H-benzo[d]imidazole